(S)-6-(4-(3-cyano-4-(trifluoromethyl)phenoxy)phenyl)-N-(2,3-dihydroxypropyl)picolinamide C(#N)C=1C=C(OC2=CC=C(C=C2)C2=CC=CC(=N2)C(=O)NC[C@@H](CO)O)C=CC1C(F)(F)F